4-bromo-2-methoxy-1H-imidazole BrC=1N=C(NC1)OC